[N+](=O)([O-])C1=CC=C(OC(=O)NCC=2SC=C(N2)CC(=O)OCC)C=C1 ethyl 2-(2-((((4-nitrophenoxy)carbonyl)amino)methyl)thiazol-4-yl)acetate